3-(5-(4-((S)-3,3-difluoropiperidin-4-yl)piperazin-1-yl)-6-methylpyridin-2-yl)piperidine-2,6-dione FC1(CNCC[C@@H]1N1CCN(CC1)C=1C=CC(=NC1C)C1C(NC(CC1)=O)=O)F